P(=O)(O)(O)O.OC1=C(C=CC=C1)P(C1=CC=CC=C1)C1=C(C=CC=C1)O bis(2-hydroxyphenyl)phenylphosphine phosphate